1-hydroxyheptan-4-yl (2-(pyrrolidin-1-yl)ethyl)carbamate N1(CCCC1)CCNC(OC(CCCO)CCC)=O